tert-butyl (1-((2S,3S)-4-bromo-5-chloro-6-fluoro-3-methyl-2-phenyl-2,3-dihydrobenzofuran-2-yl)ethyl)carbamate BrC1=C(C(=CC2=C1[C@@H]([C@](O2)(C2=CC=CC=C2)C(C)NC(OC(C)(C)C)=O)C)F)Cl